methyl 4'-[(4-bromophenyl)[2-(2-methoxyethoxy)ethyl]-S-aminosulfonimidoyl]-[1,1'-biphenyl]-4-carboxylate BrC1=CC=C(C=C1)NS(=O)(=NCCOCCOC)C1=CC=C(C=C1)C1=CC=C(C=C1)C(=O)OC